NCCS(=O)(=O)OCC[N+](C)(C)C choline taurinate